C(C)(C)(C)OC(=O)N1CCN2C3=C(OC[C@@H]1C2)C=C(C(=C3F)C#N)N (3S)-10-amino-9-cyano-8-fluoro-2,3,5,6-tetrahydro-4H-3,7-methanobenzo[b][1,4,7]oxadiazonine-4-carboxylic acid tert-butyl ester